[4-(2-phenylethynyl)phenyl]pyrrole ammonium [2-(methacryloyloxy)ethyl]sulfate C(C(=C)C)(=O)OCCOS(=O)(=O)[O-].[NH4+].C1(=CC=CC=C1)C#CC1=CC=C(C=C1)C=1NC=CC1